FC1=C(CCl)C=CC=C1F 2,3-difluorobenzyl chloride